cis-2-(((4-((tert-butyl(dimethyl)silyl)oxy)-cyclohexyl)oxy)methyl)-N-ethyl-3-((methylsulfonyl)amino)piperidine-1-carboxamide [Si](C)(C)(C(C)(C)C)OC1CCC(CC1)OC[C@@H]1N(CCC[C@@H]1NS(=O)(=O)C)C(=O)NCC